methyl 2-amino-4-fluorobenzoate NC1=C(C(=O)OC)C=CC(=C1)F